(4-chlorophenyl)(5-(o-tolyl)-1,2,4-oxadiazol-3-yl)methanone ClC1=CC=C(C=C1)C(=O)C1=NOC(=N1)C1=C(C=CC=C1)C